2-((2,2-difluoroethyl)amino)-2-(tetrahydrofuran-2-yl)ethan-1-ol FC(CNC(CO)C1OCCC1)F